(9H-fluoren-9-yl)methyl 6-(hydroxymethyl)-8-(2-methylbutyl)-4,7-dioxohexahydro-2H-pyrazino[1,2-a]pyrimidine-1(6H)-carboxylate OCC1C(N(CC2N1C(CCN2C(=O)OCC2C1=CC=CC=C1C=1C=CC=CC21)=O)CC(CC)C)=O